9',9''''-(4-(3-(2,6-dimethylpyridin-3-yl)phenyl)pyridine-2,6-diyl)bis(9'H-9,4':5',9''-tercarbazole) CC1=NC(=CC=C1C=1C=C(C=CC1)C1=CC(=NC(=C1)N1C=2C=CC=C(C2C=2C(=CC=CC12)N1C2=CC=CC=C2C=2C=CC=CC12)N1C2=CC=CC=C2C=2C=CC=CC12)N1C=2C=CC=C(C2C=2C(=CC=CC12)N1C2=CC=CC=C2C=2C=CC=CC12)N1C2=CC=CC=C2C=2C=CC=CC12)C